CN1C(=NC(=C1)C=1C=C2CN(C(C2=CC1)=O)C1C(NC(CC1)=O)=O)C1(CCCCC1)C 3-(5-(1-Methyl-2-(1-methylcyclohexyl)-1H-imidazol-4-yl)-1-oxoisoindolin-2-yl)piperidine-2,6-dione